C1(=CC=CC2=CC=CC=C12)C1CC1 1-(naphthalen-1-yl)cyclopropane